CC[C@]1(CC[C@H]2[C@@H]3CCC4=CCC=C[C@]4(C)[C@H]3CC[C@]12C)CCC(=O)[O-] pregna-1,4-diene-17-propionate